5-(2-(4-Fluoro-3-trifluoromethoxyphenyl)-5,6-dihydro-4H-pyrrolo[1,2-b]pyrazol-3-yl)-1H-indazole FC1=C(C=C(C=C1)C=1C(=C2N(N1)CCC2)C=2C=C1C=NNC1=CC2)OC(F)(F)F